1,3-dihydroxyethyl-imidazole chloride salt [Cl-].OC(C)C1=NC=CN1O